NCC(COC1=CC=C2C(=N1)CN(C2=O)C2CC2)=CF (2-(aminomethyl)-3-fluoroallyloxy)-6-cyclopropyl-6,7-dihydro-5H-pyrrolo[3,4-b]pyridin-5-one